tert-butyl 2-(5-(p-tolyl)-1,3,4-oxadiazol-2-yl)piperidine-1-carboxylate C1(=CC=C(C=C1)C1=NN=C(O1)C1N(CCCC1)C(=O)OC(C)(C)C)C